C(#N)C=1C=C(C=C(C1N[C@@H](CSC1=CC=C(C=C1)F)CCN1CC(C1)F)F)S(=O)(=O)NC(=O)C1(CCCC1)OC (R)-N-((3-cyano-5-fluoro-4-((4-(3-fluoroazetidin-1-yl)-1-((4-fluorophenyl)thio)butan-2-yl)amino)phenyl)sulfonyl)-1-methoxycyclopentane-1-carboxamide